ClC=1C=C(C(=NC1)OC=1C=CC=2N(C1)C=C(N2)C(=O)NCC2(CS(C2)(=O)=O)C)OCC(F)(F)F 6-[[5-chloro-3-(2,2,2-trifluoroethoxy)-2-pyridyl]oxy]-N-[(3-methyl-1,1-dioxo-thietan-3-yl)methyl]imidazo[1,2-a]pyridine-2-carboxamide